(1s,4s,5r)-5-hydroxy-2-azabicyclo[2.2.1]heptane-2-carboxylic acid tert-butyl ester C(C)(C)(C)OC(=O)N1[C@@H]2C[C@H]([C@H](C1)C2)O